(Z)-7-Hexadecene CCCCCC\C=C/CCCCCCCC